C1(CC1)C(=O)NC1=NC=C(C(=O)N)C(=C1)NC1=C(C(=CC=C1)C=1C=NN(C1)[C@H]1[C@@H](CCC1)F)OC 6-(cyclopropanecarboxamido)-4-((3-(1-((1R,2R)-2-fluorocyclopentyl)-1H-pyrazol-4-yl)-2-methoxyphenyl)amino)nicotinamide